5-bromo-7-methoxy-3-methylbenzo[d]oxazol-2(3H)-one BrC=1C=C(C2=C(N(C(O2)=O)C)C1)OC